CN1CC(OB(OC(C1)=O)[C@H]1[C@H](C1)C(F)(F)F)=O |&1:10| racemic-6-methyl-2-((2S,2S)-2-(trifluoromethyl)cyclopropyl)-1,3,6,2-dioxazaborocane-4,8-dione